N-[4-(4-[[2-(dimethylamino)ethyl]amino]-3-methyl-1-(oxan-2-yl)pyrazolo[3,4-d]pyrimidin-6-yl)phenyl]-4-methoxypyridine-3-sulfonamide CN(CCNC1=C2C(=NC(=N1)C1=CC=C(C=C1)NS(=O)(=O)C=1C=NC=CC1OC)N(N=C2C)C2OCCCC2)C